C(C1=CC=CC=C1)OCC1=NC2=CC(=C(C=C2C(=N1)O)Br)OC 2-((Benzyloxy)methyl)-6-bromo-7-methoxyquinazolin-4-ol